ClC1=NC=CC=C1OC(C)C 2-chloro-3-isopropoxypyridine